NC=1C=C(C(=O)NC=2C=C(C=CC2O)C(C)(C)C2=CC(=C(C=C2)O)NC(C2=CC(=CC=C2)N)=O)C=CC1 2,2-bis[3-(3-aminobenzamido)-4-hydroxyphenyl]propane